O[N+]1=CC=CC=C1 1-hydroxypyridin-1-ium